ClC=1C=C(C=C(C1)F)N1C=C(C=2C(C(CCC12)(F)F)O)C 1-(3-chloro-5-fluorophenyl)-5,5-difluoro-3-methyl-4,5,6,7-tetrahydro-1H-indol-4-ol